(5-(1-cyclopropylethoxy)pyridin-2-yl)-2-((s)-4,4-difluoro-3-(6-oxo-1,6-dihydropyridin-3-yl)piperidin-1-yl)propanamide C1(CC1)C(C)OC=1C=CC(=NC1)C(C(=O)N)(C)N1C[C@@H](C(CC1)(F)F)C1=CNC(C=C1)=O